C(C)(C)(C)OC(=O)N1C(N([C@@H](C1)C(N(C)C1=C(C(=C(C=C1)F)Cl)F)=O)C1=CC(=C2C(=N1)SC=N2)C(F)(F)F)=O (S)-4-((3-chloro-2,4-difluorophenyl)(methyl)carbamoyl)-2-oxo-3-(7-(trifluoromethyl)thiazolo[5,4-b]pyridin-5-yl)imidazolidine-1-carboxylic acid tert-butyl ester